2-(3-(5-fluoro-1-(4-(trifluoromethyl)benzyl)-1H-indole-7-carboxamido)bicyclo[1.1.1]pentan-1-yl)acetic acid FC=1C=C2C=CN(C2=C(C1)C(=O)NC12CC(C1)(C2)CC(=O)O)CC2=CC=C(C=C2)C(F)(F)F